methyl 1-((2-[((4-oxo-4H-pyrido[1,2-a]pyrimidin-2-yl)formamido)methyl]imidazo[1,2-a]pyridin-6-yl)methyl)piperidine-3-carboxylate O=C1C=C(N=C2N1C=CC=C2)C(=O)NCC=2N=C1N(C=C(C=C1)CN1CC(CCC1)C(=O)OC)C2